4-(6-chloro-4-(4-cyano-4-phenylpiperidin-1-yl)quinoline-3-carbonyl)-N,N-dimethylpiperazine-1-sulfonamide ClC=1C=C2C(=C(C=NC2=CC1)C(=O)N1CCN(CC1)S(=O)(=O)N(C)C)N1CCC(CC1)(C1=CC=CC=C1)C#N